CCCCCCCCCCCCCCCCCC/C=C\\CCCCCCCC/C=C\\CCCCCCCCCCCCCCCCCCC[C@H]([C@@H](CCCCCCCC)C(=O)O)O The molecule is an optically active mycolic acid having one hydroxy and two olefin functions at respectively positions 3, 23 and 33 of the side-chain.